tert-butyl (1R,3S)-3-((4-([1,1'-biphenyl]-3-yl)-5-chloropyrimidin-2-yl)amino)cyclohexane-1-carboxylate C1(=CC(=CC=C1)C1=NC(=NC=C1Cl)N[C@@H]1C[C@@H](CCC1)C(=O)OC(C)(C)C)C1=CC=CC=C1